FC(OC1=NN(C2=CC=C(C(=C12)C1=CC(=C(C=C1)S(=O)(=O)C)C)S(=O)(=O)C1COC1)C(C1=CC=CC=C1)(C1=CC=CC=C1)C1=CC=CC=C1)F 3-(difluoromethoxy)-4-(3-methyl-4-methyl-sulfonyl-phenyl)-5-(oxetan-3-yl-sulfonyl)-1-trityl-indazole